FC(C1=C(C(=O)N)C=CC=N1)F 2-(difluoromethyl)nicotinamide